N-(2-bromo-4-methyl-6-(methylcarbamoyl)phenyl)-2-methylthiazole-4-carboxamide BrC1=C(C(=CC(=C1)C)C(NC)=O)NC(=O)C=1N=C(SC1)C